N-[5-[2-methyl-4-[[(2R)-1-methylazetidin-2-yl]methoxy]pyrazol-3-yl]pyrazolo[1,5-a]pyridin-2-yl]-1,6-naphthyridin-2-amine CN1N=CC(=C1C1=CC=2N(C=C1)N=C(C2)NC2=NC1=CC=NC=C1C=C2)OC[C@@H]2N(CC2)C